1,2,3,4,6-penta-O-galloyl-beta-D-Glucose C(C1=CC(O)=C(O)C(O)=C1)(=O)O[C@H]1[C@H](OC(C2=CC(O)=C(O)C(O)=C2)=O)[C@@H](OC(C2=CC(O)=C(O)C(O)=C2)=O)[C@H](OC(C2=CC(O)=C(O)C(O)=C2)=O)[C@H](O1)COC(C1=CC(O)=C(O)C(O)=C1)=O